Ethyl 3-ethoxy-1H-pyrazole-4-carboxylate C(C)OC1=NNC=C1C(=O)OCC